ClC=1C(=NC(=NC1C)N1CC2(C1)CN(CC2)C(=O)OC(C)(C)C)N[C@H](C)C2=C(C=C(C=C2)Cl)Cl (R)-tert-butyl 2-(5-chloro-4-((1-(2,4-dichlorophenyl) ethyl) amino)-6-methylpyrimidin-2-yl)-2,6-diazaspiro[3.4]octane-6-carboxylate